CC1(CC1)NC1=C(C=NC2=CC=C(C=C12)C=1C=NNC1)C(=O)NCCC=1C=NC=CC1 4-((1-methylcyclopropyl)amino)-6-(1H-pyrazol-4-yl)-N-(2-(pyridin-3-yl)ethyl)quinoline-3-carboxamide